OC=1C=C(C(=C(/C=C/C2=CC(=C(C=C2)NC(CNC(OCC2C3=CC=CC=C3C=3C=CC=CC23)=O)=O)OC)C1)CC=C(C)C)OC (9H-Fluoren-9-yl)methyl (E)-(2-((4-(5-hydroxy-3-methoxy-2-(3-methylbut-2-en-1-yl)styryl)-2-methoxyphenyl)amino)-2-oxoethyl)carbamate